(8-Bromo-2-((2,4-dimethoxybenzyl)amino)quinolin-4-yl)(morpholino)methanone BrC=1C=CC=C2C(=CC(=NC12)NCC1=C(C=C(C=C1)OC)OC)C(=O)N1CCOCC1